BrC=1C=C(SC1)C(=O)N[C@H]1[C@H](CCCC1)NC(OC(C)(C)C)=O tert-butyl [(1S,2R)-2-{[(4-bromothiophen-2-yl)carbonyl]amino}cyclohexyl]carbamate